4-(4-methyl-7-{[2-(trimethylsilyl)ethoxy]methyl}-7H-pyrrolo[2,3-d]pyrimidin-6-yl)aniline CC=1C2=C(N=CN1)N(C(=C2)C2=CC=C(N)C=C2)COCC[Si](C)(C)C